BrCCCCS(=O)(=O)C(F)(F)F 4-Bromobutylsulfonyl-(trifluoromethane)